8-chloro-1-(3-methyl-1H-indol-1-yl)isoquinoline methyl-5-((7-cyclobutoxy-4-oxo-3,4-dihydrophthalazin-1-yl)methyl)-2,3-dihydrobenzofuran-7-carboxylate COC(=O)C1=CC(=CC=2CCOC21)CC2=NNC(C1=CC=C(C=C21)OC2CCC2)=O.ClC=2C=CC=C1C=CN=C(C21)N2C=C(C1=CC=CC=C21)C